C(C)(C)C1=C(NC2=CC=C(C=C12)C1=CN=C(S1)C1CCNCC1)C1=CC(=NC=C1)C 5-(3-isopropyl-2-(2-methylpyridin-4-yl)-1H-indol-5-yl)-2-(piperidin-4-yl)thiazole